(Z)-ethyl 2-azido-3-(2-fluoro-4-(trifluoromethyl)phenyl)acrylate N(=[N+]=[N-])\C(\C(=O)OCC)=C/C1=C(C=C(C=C1)C(F)(F)F)F